1-(5-chloro-4-methoxy-2-methylsulfonyl-phenyl)-3-[(1S)-1-(2-pyrimidin-2-yl-1,2,4-triazol-3-yl)ethyl]urea ClC=1C(=CC(=C(C1)NC(=O)N[C@@H](C)C=1N(N=CN1)C1=NC=CC=N1)S(=O)(=O)C)OC